Butyl (3,6,9,12-tetraoxapentadeca-14-yn-1-yl)carbamate C(COCCOCCOCCOCC#C)NC(OCCCC)=O